C(C)NC1=C2C(=NC(=C1)NC1=CC=C(C=3CCOC31)C(=O)N3CCOCC3)NC=C2C(F)(F)F (7-((4-(ethylamino)-3-(trifluoromethyl)-1H-pyrrolo[2,3-b]pyridin-6-yl)amino)-2,3-dihydrobenzofuran-4-yl)(morpholino)methanone